C1CCC2=C(C=3CCCC3C=C12)NC(=O)N=[S@](=O)(N)C1=CC=CC=C1 (R)-N'-((1,2,3,5,6,7-hexahydro-s-indacen-4-yl)carbamoyl)benzenesulfonimidamide